mesaconic anhydride C1(\C(\C)=C\C(=O)O1)=O